6-(4-(((3S,5R)-4-hydroxy-3-methyl-5-(4-methyl-1-oxo-1,3-dihydroisobenzofuran-5-yl)piperazin-1-yl)methyl)-2H-1,2,3-triazol-2-yl)-4-methylnicotinonitrile ON1[C@H](CN(C[C@H]1C=1C(=C2COC(C2=CC1)=O)C)CC1=NN(N=C1)C1=NC=C(C#N)C(=C1)C)C